ClC=1C(=CC2=C(N=C(N=C2)SC)N1)C=O 7-chloro-2-(methylthio)pyrido[2,3-d]pyrimidine-6-carbaldehyde